(15R)-5-[4-(dimethoxymethyl)-1-piperidyl]-15-methyl-11-thia-6,14,17-triazatetracyclo[8.8.0.02,7.012,18]octadeca-1(10),2(7),3,5,8,12(18)-hexaen-13-one COC(C1CCN(CC1)C=1C=CC=2C=3C=4NC[C@H](NC(C4SC3C=CC2N1)=O)C)OC